bis(3-((tert-butoxycarbonyl)amino)-3-methylbutyl)carbamic acid C(C)(C)(C)OC(=O)NC(CCN(C(O)=O)CCC(C)(NC(=O)OC(C)(C)C)C)(C)C